Benzyl 2,4-di-O-benzyl-3-O-p-methoxybenzyl-β-D-mannopyranosyl-(1→4)-2-acetamido-3,6-di-O-benzyl-2-deoxy-β-D-glucopyranoside C(C1=CC=CC=C1)O[C@@H]1[C@@H](O[C@@H]([C@H]([C@@H]1OCC1=CC=C(C=C1)OC)OCC1=CC=CC=C1)CO)O[C@H]1[C@@H]([C@H]([C@H](OCC2=CC=CC=C2)O[C@@H]1COCC1=CC=CC=C1)NC(C)=O)OCC1=CC=CC=C1